BrC1=CC(=C(C(=C1)[N+](=O)[O-])N[C@@H]1C[C@H](N(C1)CC1=CN=CC(=C1)NC)C(=O)NC1=NC=C(C=N1)Br)C(=O)N1C[C@H](O[C@H](C1)C)C (2S,4R)-4-((4-bromo-2-((2R,6S)-2,6-dimethylmorpholine-4-carbonyl)-6-nitrophenyl)amino)-N-(5-bromopyrimidin-2-yl)-1-(5-(methylamino)nicotinyl)pyrrolidine-2-carboxamide